cytidin e-5'-triphosphate P(O)(=O)(OP(=O)(O)OP(=O)(O)O)OC[C@@H]1[C@H]([C@H]([C@@H](O1)N1C(=O)N=C(N)C=C1)O)O